tert-butyl[(1-{6-[5-(methoxymethoxy)-2-methyl-1,3-benzoxazol-6-yl]-1,2,4-triazin-3-yl}pyrrolidin-3-yl)methyl]amine C(C)(C)(C)NCC1CN(CC1)C=1N=NC(=CN1)C1=CC2=C(N=C(O2)C)C=C1OCOC